10-chloro-2,7-diphenyltribenzo[b,d,f]oxepine ClC1=CC=CC=2C3=C(C4=C(OC21)C=C(C=C4)C4=CC=CC=C4)C=CC(=C3)C3=CC=CC=C3